(S)-3-(methylsulfonyl)pyrrolidine CS(=O)(=O)[C@@H]1CNCC1